dioxaheptyn-3-one C#CC(OOCC)=O